3-bromo-5-(tert-butoxycarbonylamino)-4,5,6,7-tetrahydro-2-benzothiophene-1-carboxylic acid BrC=1SC(=C2C1CC(CC2)NC(=O)OC(C)(C)C)C(=O)O